1-benzyl-2-bromo-4-(3-chlorophenyl)imidazole C(C1=CC=CC=C1)N1C(=NC(=C1)C1=CC(=CC=C1)Cl)Br